NCCCNC(=O)[C@@H]1CC[C@H](CC1)C(F)(F)C1=CC(=NC(=C1)N1CCN(CC1)S(=O)(=O)C=1C=NC(=CC1)N1C(C[C@H](C1)N)=O)Cl trans-N-(3-aminopropyl)-4-[[2-chloro-6-[4-[[6-[(4R)-4-amino-2-oxo-pyrrolidin-1-yl]-3-pyridinyl]sulfonyl]piperazin-1-yl]-4-pyridinyl]-difluoro-methyl]cyclohexanecarboxamide